C(C)C1=C(N=C(C(=N1)C(=O)N)NC1=CC(=CC=C1)OCCCNC([C@H](C)NC)=O)NC(CC)CC 6-ethyl-5-(1-ethylpropylamino)-3-[3-[3-[[(2S)-2-(methylamino)propanoyl]amino]propoxy]anilino]pyrazine-2-carboxamide